tert-butyl (1R,5S)-2-(hydroxymethyl)-3,8-diazabicyclo[3.2.1]octane-8-carboxylate OCC1[C@H]2CC[C@@H](CN1)N2C(=O)OC(C)(C)C